ditert-butyl phthalate C(C=1C(C(=O)OC(C)(C)C)=CC=CC1)(=O)OC(C)(C)C